6-(4-methoxypyridin-3-yl)-4-methyl-1-(6'-methyl-4-((2R,3S)-2-methyl-3-((methylsulfonyl)methyl)azetidin-1-yl)-[2,3'-bipyridin]-6-yl)-1H-pyrazolo[4,3-c]pyridine COC1=C(C=NC=C1)C1=CC2=C(C(=N1)C)C=NN2C2=CC(=CC(=N2)C=2C=NC(=CC2)C)N2[C@@H]([C@H](C2)CS(=O)(=O)C)C